CC1(OC2(CC1)CCN(CC2)CC2=CC=C(CNC1=C3C(N(C(C3=CC=C1)=O)C1C(NC(CC1)=O)=O)=O)C=C2)C 4-(4-((2,2-dimethyl-1-oxa-8-azaspiro[4.5]decan-8-yl)methyl)benzylamino)-2-(2,6-dioxopiperidin-3-yl)isoindoline-1,3-dione